3-Methoxyfuran-2-carbaldehyde COC1=C(OC=C1)C=O